NC1=NNC2=CC=C(C=C12)C1=CC(=NC=C1)NC(CC1=CC(=CC=C1)[N+](=O)[O-])=O N-(4-(3-Amino-1H-indazol-5-yl)pyridin-2-yl)-2-(3-nitrophenyl)acetamide